C(C)OC(=O)C1CC2=C(C(=C3C=C(N=NC3=C2)C2CC2)SCC2=CC=CC=C2)C1 5-Benzylthio-3-cyclopropyl-7,8-dihydro-6H-cyclopenta[g]Cinnoline-7-carboxylic acid ethyl ester